ONCC1=CC=C(NC2=CC=C(C=C2)CN2CCCC2)C=C1 4-((hydroxyamino)methyl)-N-(4-(pyrrolidin-1-ylmethyl)phenyl)aniline